FC(C(=O)O)(F)F.N1(CCCCC1)CC1=CC=C(/C=C/C2=NNC3=CC(=CC=C23)\C=C/2\C(NCC23CCNCC3)=O)C=C1 (E)-4-((3-((E)-4-(piperidin-1-ylmethyl)styryl)-1H-indazol-6-yl)methylene)-2,8-diazaspiro[4.5]decan-3-one trifluoroacetate